tropenol CN1[C@H]2CC[C@@]1(C=CC2)O